N(=[N+]=[N-])[C@@H](CN(C)C)CC1=CC=CC=C1 (R)-2-azido-N,N-dimethyl-3-phenyl-1-propylamine